C1(CC1)CN1C(=CC=2C1=NC=CC2)C2=NC1=C(N2CC=2C=NN(C2)C)C(=CC(=C1)C(=O)O)OC 2-(1-(cyclopropylmethyl)-1H-pyrrolo[2,3-b]pyridin-2-yl)-7-methoxy-1-((1-methyl-1H-pyrazol-4-yl)methyl)-1H-benzo[d]imidazole-5-carboxylic acid